[Br-].[Br-].C(CCCCCCCCC[N+]1=CC(=C(C=C1)\C=C\C1=CC=C(C=C1)N(C)C)C)[N+]1=CC(=C(C=C1)\C=C\C1=CC=C(C=C1)N(C)C)C 1,1'-(decane-1,10-diyl)bis{4-[(E)-4-(dimethylamino)styryl]-3-methylpyridin-1-ium} dibromide